[Cl-].C(C=C)(=O)NCCC[N+](CC)(CC)CC (3-acrylamidopropyl)-triethylammonium chloride